7-methoxy-2-(3-methoxy-1-bicyclo[1.1.1]pentanyl)-N-(2-pyridyl)imidazo[1,2-a]pyridine-6-carboxamide COC1=CC=2N(C=C1C(=O)NC1=NC=CC=C1)C=C(N2)C21CC(C2)(C1)OC